O1CCN(CC1)CCCOC=1C(OC2=CC(=CC=C2C1)C=1C=NC=CC1)=O (3-Morpholinopropoxy)-7-(pyridin-3-yl)-2H-chromen-2-one